ClC1=CC(=C(C2=C1CC(OC2=O)C)O)C(=O)N[C@H](C(=O)NCCCCCC(=O)O)CC2=CC=CC=C2 6-({(2S)-2-[(5-chloro-8-hydroxy-3-methyl-1-oxo-3,4-dihydro-1H-2-benzopyran-7-carbonyl)amino]-3-phenylpropionyl}amino)hexanoic acid